(S)-3-(6-fluoro-5-(4-((1-(4-((3S,4R)-7-hydroxy-3-phenylchroman-4-yl)phenyl)piperidin-4-yl)methyl)piperazin-1-yl)-1-oxoisoindolin-2-yl)piperidine-2,6-dione FC1=C(C=C2CN(C(C2=C1)=O)[C@@H]1C(NC(CC1)=O)=O)N1CCN(CC1)CC1CCN(CC1)C1=CC=C(C=C1)[C@H]1[C@H](COC2=CC(=CC=C12)O)C1=CC=CC=C1